C(=C)N1C[C@H]2[C@H](C1)OC(O2)(CC)CC (3aS,6aS)-5-Vinyl-{2,2-diethyl-dihydro-3aH-[1,3]dioxolo[4,5-c]pyrrol}